C(C)OC(CCCCCN1C(C=C(C2=CC3=C(C=C12)[O+]=C1C=C(CC(C1=C3)(C)C)OCC)C)(C)C)=O 6-(9-ethoxy-2,2,4,7,7-pentamethyl-8H-chromeno[3,2-g]quinolin-11-ium-1-yl)hexanoic acid ethyl ester